phenethyl phenylacetate (PHENYL ETHYL PHENYL ACETATE) C1(=CC=CC=C1)CCC(C(=O)O)C1=CC=CC=C1.C1(=CC=CC=C1)CC(=O)OCCC1=CC=CC=C1